C(C)(C)(C)C1=C(OCCCSCC2=NNC(N2)=S)C=CC=C1C(C)(C)C 3-[(2,3-Di-tert-Butylphenoxypropylthio)methyl]-1H-1,2,4-triazole-5(4H)-thione